Propylsilantriolat C(CC)[Si]([O-])([O-])[O-]